tert-butyl ((S)-4-(tert-butylamino)-1-(((S)-4-((naphthalen-1-ylmethyl)amino)-4-oxobutan-2-yl)amino)-1,4-dioxobutan-2-yl)carbamate C(C)(C)(C)NC(C[C@@H](C(=O)N[C@@H](C)CC(=O)NCC1=CC=CC2=CC=CC=C12)NC(OC(C)(C)C)=O)=O